triethyl-sulfonium bis(trifluoromethylsulfonyl)imide [N-](S(=O)(=O)C(F)(F)F)S(=O)(=O)C(F)(F)F.C(C)[S+](CC)CC